methyl 2-(3-chloro-2-pyridinyl)-5-oxo-1H-pyrazole-3-carboxylate ClC=1C(=NC=CC1)N1NC(C=C1C(=O)OC)=O